(2-(benzo[d]thiazol-5-yl)-5-methylpiperidin-1-yl)(4-((2,4-dimethoxybenzyl)amino)imidazo[1,5-a]quinoxalin-8-yl)methanone S1C=NC2=C1C=CC(=C2)C2N(CC(CC2)C)C(=O)C2=CC=C1N=C(C=3N(C1=C2)C=NC3)NCC3=C(C=C(C=C3)OC)OC